1-[2-[7-[6-amino-4-methyl-3-(trifluoromethyl)-2-pyridyl]-8-chloro-10-oxa-2,4,13-triazatricyclo[7.4.1.05,14]tetradeca-1,3,5(14),6,8-pentaen-13-yl]ethyl]pyridin-2-one NC1=CC(=C(C(=N1)C1=CC=2N=CN=C3N(CCOC(=C1Cl)C32)CCN3C(C=CC=C3)=O)C(F)(F)F)C